N1=C(C=CC=C1)C(=O)N1CCC(CC1)N1N=CC=C1 1-(1-picolinoylpiperidin-4-yl)-1H-pyrazol